BrC1=NC=C(C(=O)OC)C(=C1)F methyl 6-bromo-4-fluoronicotinate